C(=O)O.FC1=C(C=C(C=C1)C1=NC=CC=C1C=1C=CC=2N(C1)C(=NC2)C(=O)OC[C@@H](CC2=CNC1=CC=CC=C21)N)C (R)-2-Amino-3-(1H-indol-3-yl)propyl 6-(2-(4-fluoro-3-methylphenyl)pyridin-3-yl)imidazo[1,5-a]pyridine-3-carboxylate formic acid salt